2-formyl-2,3-dihydro-1H-indene-4-carbonitrile C(=O)C1CC=2C=CC=C(C2C1)C#N